4-(((6-((2-(1H-pyrazol-1-yl)benzyl)amino)9-isopropyl-9H-purin-2-yl)amino)methyl)piperidin-4-ol N1(N=CC=C1)C1=C(CNC2=C3N=CN(C3=NC(=N2)NCC2(CCNCC2)O)C(C)C)C=CC=C1